[O-]S(=O)(=O)C(F)(F)F.OC1=CC=C(C=C1)C[SH+]CC1=C(C=CC=C1)C (4-hydroxyphenyl)methyl-((2-methylphenyl)methyl)sulfonium triflate